N-(3-(N-(2-fluorophenyl)sulfamoyl)phenyl)furan-2-carboxamide FC1=C(C=CC=C1)NS(=O)(=O)C=1C=C(C=CC1)NC(=O)C=1OC=CC1